N-(1-(2-(cyclopropanesulfonamido)thiazol-4-yl)-3-methoxypropyl)-4-(6-ethoxypyrazin-2-yl)benzamide C1(CC1)S(=O)(=O)NC=1SC=C(N1)C(CCOC)NC(C1=CC=C(C=C1)C1=NC(=CN=C1)OCC)=O